3-((2-(3,5-dichlorophenyl)benzo[d]oxazole-6-carbonyl)oxy)-1-methylpyrrolidine 1-oxide ClC=1C=C(C=C(C1)Cl)C=1OC2=C(N1)C=CC(=C2)C(=O)OC2C[N+](CC2)(C)[O-]